BrC=1C=NC=2C3=C(C=CC2C1)N=CS3 7-bromo-thiazoloquinoline